2-(but-3-en-1-yl)-N-(1-(but-3-en-1-yl)-1H-pyrazolo[3,4-d]pyrimidin-6-yl)-1,2,3,4-tetrahydroisoquinolin-7-amine C(CC=C)N1CC2=CC(=CC=C2CC1)NC1=NC=C2C(=N1)N(N=C2)CCC=C